CP(=O)(C)C1=C(C=CC=C1)NC1=NC(=NC=C1C(F)(F)F)NC1=NC=C(C(=O)O)C=C1 6-((4-((2-(Dimethylphosphoryl)phenyl)amino)-5-(trifluoromethyl)pyrimidin-2-yl)amino)nicotinic acid